OC1=CC(=C(C=O)C=C1OC)OC 4-Hydroxy-2,5-di-methoxy-benzaldehyd